copper 1,1-dimethylpropylphosphonate CC(CC)(C)P([O-])([O-])=O.[Cu+2]